C(C)OC1=CC=C(C(=C1CNC1=C(C=C(C(=C1)[N+](=O)[O-])F)OC)F)F N-(6-ethoxy-2,3-difluorobenzyl)-4-fluoro-2-methoxy-5-nitroaniline